C1(=CC=C(C=C1)CN1C(=NC=2N(C(N(C(C12)=O)C)=O)C)NCCO)C1=CC=CC=C1 7-([1,1'-biphenyl]-4-ylmethyl)-8-((2-hydroxyethyl)amino)-1,3-dimethyl-3,7-dihydro-1H-purine-2,6-dione